1-(6-{1H-pyrazolo[4,3-c]pyridin-3-yl}-2,3-dihydroindol-1-yl)prop-2-en-1-one N1N=C(C=2C=NC=CC21)C2=CC=C1CCN(C1=C2)C(C=C)=O